S(=O)(=O)(O)C(C(=O)[O-])CC(=O)[O-].C(CCCCCCCCCCCCCCCCC)C(C(=O)N)CCCCCCCCCCCCCCCC.[Na+].[Na+] disodium monostearyl-stearamide sulfosuccinate